[Pd].NOC(C(N)(N)N)=O tetraaminoacetic acid palladium